2-benzyl-8-(1H-indole-3-carbonyl)-2,8-diazaspiro[4.5]decan-1-one C(C1=CC=CC=C1)N1C(C2(CC1)CCN(CC2)C(=O)C2=CNC1=CC=CC=C21)=O